2-(tert-Butoxycarbonyl)isoindoline-5-carboxylic acid C(C)(C)(C)OC(=O)N1CC2=CC=C(C=C2C1)C(=O)O